ClC=1SC2=C(N1)C=C(C1=C2C(C(O1)CO)(C)C)F (2-chloro-5-fluoro-8,8-dimethyl-7,8-dihydrobenzofuro[5,4-d]thiazol-7-yl)methanol